C12NC(CC2C1)C(=O)O 2-azabicyclo[3.1.0]Hexane-3-carboxylic acid